Ethyl (5-bromo-4-chloro-2-methoxyphenyl)carbamate BrC=1C(=CC(=C(C1)NC(OCC)=O)OC)Cl